ClCC1=NC2=C(N1C1CCCC1)C=CC=C2 2-chloromethyl-1-cyclopentyl-1H-benzo[d]imidazole